6-(1-methyl-1H-pyrazol-3-yl)-N-(2-methyl-5-(5-methyl-1,2,4-oxadiazol-3-yl)phenyl)pyrazolo[1,5-a]pyridine-3-carboxamide CN1N=C(C=C1)C=1C=CC=2N(C1)N=CC2C(=O)NC2=C(C=CC(=C2)C2=NOC(=N2)C)C